C(CCC)C(CCCP(CCCC)(CCCC)=[Se])(CCCC)CCCC tributyl-tributylphosphine selenide